FC1=C(C(=CC(=C1)C=1NC(C2=C(N1)CCSC2)=O)F)B(O)O (2,6-difluoro-4-(4-oxo-3,5,7,8-tetrahydro-4H-thiopyrano[4,3-d]pyrimidin-2-yl)phenyl)boronic acid